ClC1=C(C2=C(C=N1)C(=CN2C)I)F 6-chloro-7-fluoro-3-iodo-1-methyl-1H-pyrrolo[3,2-c]pyridine